N-Benzyl-N-(4-((4-((S)-(3-fluorophenyl)(hydroxy)methyl)-7-azabicyclo[2.2.1]heptan-1-yl)methyl)phenyl)methanesulfonamide C(C1=CC=CC=C1)N(S(=O)(=O)C)C1=CC=C(C=C1)CC12CCC(CC1)(N2)[C@@H](O)C2=CC(=CC=C2)F